(R)-2,6-Difluoro-3-(1-methyl-6-(2-phenylmorpholino)-1H-pyrazolo[3,4-d]pyrimidin-3-yl)-5-(trifluoromethyl)phenol FC1=C(C(=C(C=C1C1=NN(C2=NC(=NC=C21)N2C[C@H](OCC2)C2=CC=CC=C2)C)C(F)(F)F)F)O